(1S,3S)-3-((6-(5-(((cyclobutyl(methyl)aminocarbonyl)oxy)methyl)-1-methyl-1H-1,2,3-triazol-4-yl)-2-cyclopropylpyridin-3-yl)oxy)cyclohexane-1-carboxylic acid methyl ester COC(=O)[C@@H]1C[C@H](CCC1)OC=1C(=NC(=CC1)C=1N=NN(C1COC(=O)N(C)C1CCC1)C)C1CC1